C([2H])([2H])([2H])C1=C(N=NC=C1)C(=O)N (2H3)methylpyridazine-3-carboxamide